C(C)(=O)[O-].OCC[NH3+] hydroxyethyl-ammonium acetate